(5'R,7a'S)-5'-phenyl-1-(pyrazolo[1,5-a]pyrimidin-7-yl)tetrahydro-3'H-spiro[piperidine-4,2'-pyrrolo[2,1-b]thiazol]-3'-one C1(=CC=CC=C1)[C@H]1CC[C@@H]2SC3(C(N21)=O)CCN(CC3)C3=CC=NC=2N3N=CC2